2-amino-4-oxo-5-(m-tolyl)-4,5-dihydrofuran-3-yl phenylmethanesulfonate C1(=CC=CC=C1)CS(=O)(=O)OC1=C(OC(C1=O)C=1C=C(C=CC1)C)N